methyl 3-(cyclopropyloxy)-4-nitro-benzoate C1(CC1)OC=1C=C(C(=O)OC)C=CC1[N+](=O)[O-]